methyl (S)-5-amino-4-(4-(3-(5-bromo-6-methyl-1-oxoisoindolin-2-yl)propoxy)-1-oxoisoindolin-2-yl)-5-oxopentanoate NC([C@H](CCC(=O)OC)N1C(C2=CC=CC(=C2C1)OCCCN1C(C2=CC(=C(C=C2C1)Br)C)=O)=O)=O